ethyl 4-hydroxy-2-oxo-1,2-dihydro-1,5-naphthyridine-3-carboxylate OC1=C(C(NC2=CC=CN=C12)=O)C(=O)OCC